FC1=CC=CC2=C1OC1=C([C@@H](C2)CN)C=CC=C1 |o1:10| (R*)-(4-fluoro-10,11-dihydrodibenzo[b,f]oxepin-10-yl)methanamine